CC(CCO)(CCC)C 3,3,5-trimethylpentanol